ClC1=C(C(=C(C(=C1C)C(OCC)OCC)O)C\C=C(\C=C\[C@@]1([C@H](/C(/CC[C@H]1C)=N/C1CC1)C)C)/C)OCF 4-chloro-2-[(2E,4E)-5-[(1R,2R,3E,6R)-3-(cyclopropylimino)-1,2,6-trimethylcyclohexyl]-3-methylpenta-2,4-dien-1-yl]-6-(diethoxymethyl)-3-(fluoromethoxy)-5-methylphenol